(E)-3-fluoro-N-(3-(2-((4-morpholinylphenyl)amino)pyrido[3,4-d]pyrimidin-8-yl)phenyl)but-2-enamide F/C(=C/C(=O)NC1=CC(=CC=C1)C1=NC=CC2=C1N=C(N=C2)NC2=CC=C(C=C2)N2CCOCC2)/C